6-(difluoromethoxy)-N-{[4-(difluoromethyl)pyridin-3-yl]methyl}-5-fluoropyridine-3-carboxamide FC(OC1=C(C=C(C=N1)C(=O)NCC=1C=NC=CC1C(F)F)F)F